2-oxazolo[4,5-b]pyridin-2-yl-pyrrolidine O1C(=NC2=NC=CC=C21)C2NCCC2